F[C@]1(CN(CC[C@H]1O)C1=NC=CC(=N1)NC=1N=CC2=C(C=CC(=C2C1)C(C)C)OC[C@H]1CC(N(C1)C)=O)C (S)-4-(((3-((2-((3S,4R)-3-fluoro-4-hydroxy-3-methylpiperidin-1-yl)pyrimidin-4-yl)amino)-5-isopropylisoquinolin-8-yl)oxy)methyl)-1-methylpyrrolidin-2-one